3-(6-Bromo-4-dibenzofuranyl)-9-phenyl-9H-carbazole BrC1=CC=CC=2C3=C(OC21)C(=CC=C3)C=3C=CC=2N(C1=CC=CC=C1C2C3)C3=CC=CC=C3